(-)-6-(4-chlorophenyl)-N-[(2S)-2,3-dihydroxypropyl]-3-oxo-2-(pyridin-3-yl)-2,3-dihydropyridazine-4-carboxamide ClC1=CC=C(C=C1)C=1C=C(C(N(N1)C=1C=NC=CC1)=O)C(=O)NC[C@@H](CO)O